N-(6-(5-chloro-6-fluoro-7-(3-methyl-2-oxoimidazolidin-1-yl)-1H-indazol-4-yl)imidazo[1,2-a]pyridin-2-yl)-2-fluorocyclopropane-1-carboxamide ClC=1C(=C2C=NNC2=C(C1F)N1C(N(CC1)C)=O)C=1C=CC=2N(C1)C=C(N2)NC(=O)C2C(C2)F